The molecule is an isoquinoline alkaloid that is 4,4a-dihydro-3H,6H-5,10b-ethanophenanthridin-3-one carrying additional hydroxy and methoxy substituents at positions 8 and 9 respectively (the 4aS,10bR-diastereomer). It has a role as a plant metabolite. It is an aromatic ether, an isoquinoline alkaloid, an organic heterotetracyclic compound, a member of phenols, an enone, a cyclic ketone, a bridged compound and a tertiary amino compound. It is a conjugate base of a (4aS,10bR)-noroxomaritidine(1+). It is an enantiomer of a (4aR,10bS)-noroxomaritidine. COC1=C(C=C2CN3CC[C@]4([C@@H]3CC(=O)C=C4)C2=C1)O